N(=[N+]=[N-])[C@@H]1CC2CC[C@H]3[C@@H]4CC[C@H]([C@@H](CCCC(C)C)C)[C@]4(CC[C@@H]3[C@]2(CC1)C)C 3β-azidocholestane